N-(4-cyanophenyl)-6-fluoro-N-(2-methoxyethyl)-1H-indole-2-carboxamide C(#N)C1=CC=C(C=C1)N(C(=O)C=1NC2=CC(=CC=C2C1)F)CCOC